ClC=1C(=NC(=NC1)NC1=CC(=C(C=C1)N1CC2(C1)CCC(CC2)N(C)C)Cl)NC2=C(C=CC=C2)P(C)(C)=O (2-((5-chloro-2-((3-chloro-4-(7-(dimethylamino)-2-azaspiro[3.5]nonan-2-yl)phenyl)amino)pyrimidin-4-yl)amino)phenyl)dimethylphosphine oxide